3-(6-chloro-7-fluoro-3-(1H-imidazol-1-yl)-5-methoxy-1-methyl-1H-indol-2-yl)-N-(2-methoxyethyl)-N-methyl-1H-1,2,4-triazole-5-carboxamide ClC1=C(C=C2C(=C(N(C2=C1F)C)C1=NNC(=N1)C(=O)N(C)CCOC)N1C=NC=C1)OC